C(C1=CC=CC=C1)OCCN1C(NC=C1C)C1CCN(CC1)CC=1C=NNC1C1=CC=C(C=C1)OC 4-(1-(2-(Benzyloxy)ethyl)-5-methyl-2,3-dihydro-1H-imidazol-2-yl)-1-((5-(4-methoxyphenyl)-1H-pyrazol-4-yl)methyl)piperidine